2-isopropyl-3,5-dimethoxy-2H-benzo[g]indazole C(C)(C)N1N=C2C3=C(C(=CC2=C1OC)OC)C=CC=C3